B([O-])([O-])[O-].[SH3+].C(C1=CC=CC=C1)(C1=CC=CC=C1)(C1=CC=CC=C1)C(COCCOCCOCCO)O.[SH3+].[SH3+] Monotrityl-tetraethylene glycol sulfonium borat